CC1C(C2C(C3CC=C4CC(CCC4C3CC2)O)C1)([C@H](C)CCCC(C)C)C Dimethyl-1-[(2R)-6-methylheptan-2-yl]-2,3,3a,3b,4,6,7,8,9,9a,9b,10,11,11a-tetradecahydro-1H-cyclopenta[a]phenanthren-7-ol